2-(4-(4-((5-chloro-4-((2-(isopropylsulfonyl)phenyl)-amino)pyrimidin-2-yl)amino)-5-isopropoxy-2-methylphenyl)piperidin-1-yl)acetic acid ClC=1C(=NC(=NC1)NC1=CC(=C(C=C1OC(C)C)C1CCN(CC1)CC(=O)O)C)NC1=C(C=CC=C1)S(=O)(=O)C(C)C